NC=1C=C(OC2=NC(=NC=C2N2CCN(CC2)C)NC=2C=NN(C2)C)C=CC1 4-(3-aminophenoxy)-N-(1-methyl-1H-pyrazol-4-yl)-5-(4-methylpiperazin-1-yl)pyrimidin-2-amine